NC1=NC=CC(=C1Cl)SC1=C(N=C(C(=N1)C1(CC1)O)N1CCC2(CC1)[C@@H](C1=C(N=CO1)C2)N)C (S)-1-(6-((2-amino-3-chloropyridin-4-yl)thio)-3-(6-amino-4,6-dihydrospiro[cyclopenta[d]oxazol-5,4'-piperidin]-1'-yl)-5-methylpyrazin-2-yl)cyclopropan-1-ol